NN1C(N=NC1=O)C(C)C 4-amino-3-isopropyl-1,2,4-triazolin-5-one